ClC=1C=C2C(C(=CN(C2=NC1N1C[C@H]([C@@H](C1)O)O)C1=C(C=C(C=C1F)F)F)C(=O)O)=O 6-chloro-7-[(3R,4R)-3,4-dihydroxypyrrolidin-1-yl]-4-oxo-1-(2,4,6-trifluorophenyl)-1,4-dihydro-1,8-naphthyridine-3-carboxylic acid